C(C1=CC=CC=C1)OC1=C2CN(C(C2=CC=C1CNC(=O)NC1=CC(=C(C=C1)C)C(C)C)=O)C1C(NC(CC1)=O)=O 1-((4-(benzyloxy)-2-(2,6-dioxopiperidin-3-yl)-1-oxoisoindolin-5-yl)methyl)-3-(3-isopropyl-4-methylphenyl)urea